2-chloro-4,6-dimethyl-3-pyridinecarbonitrile ClC1=NC(=CC(=C1C#N)C)C